COC1=CC=C(C=C1)CN1C(C(CCC1=O)N1C(N(C2=C1C=CC=C2[N+](=O)[O-])C)=O)=O 1-[(4-Methoxyphenyl)methyl]-3-(3-methyl-4-nitro-2-oxo-benzimidazol-1-yl)piperidine-2,6-dione